C(C)(C)(C)NC(CN(C=1C2=C(N=C(N1)C1=NC=CC(=C1)O[C@@H]1[C@@H](OC1)C)CCC2)C)=O |r| racemic-N-tert-butyl-2-[methyl[2-(4-[[(2S,3S)-2-methyloxetan-3-yl]oxy]pyridin-2-yl)-5H,6H,7H-cyclopenta[d]pyrimidin-4-yl]amino]acetamide